ClC=1C(=C(CN2CCC(CC2)(C(=O)O)CC2=NC(=C(C(=C2F)CC)F)NC2=NNC(=C2)C)C=CC1)F 1-(3-chloro-2-fluorobenzyl)-4-((4-ethyl-3,5-difluoro-6-((5-meth-yl-1H-pyrazol-3-yl)amino)pyridin-2-yl)methyl)piperidine-4-carboxylic acid